(4R,4aS,7aR,12bS)-4a,9-dihydroxy-3-prop-2-enyl-2,4,5,6,7a,13-hexahydro-1H-4,12-methanobenzofuro[3,2-e]isoquinolin-7-one C=CCN1CCC23C4C(=O)CCC2(C1CC5=C3C(=C(C=C5)O)O4)O